(R)-N-(2-((2-aminoquinazolin-4-yl)amino)hexyl)acetamide NC1=NC2=CC=CC=C2C(=N1)N[C@@H](CNC(C)=O)CCCC